furo[3,2-d]oxazole N1=COC2=C1C=CO2